FC1=C(C=CC(=C1)C)C=1CCSC2=C(C1C1=CC=C(C=C1)O[C@@H]1CN(CC1)CCCF)C=CC(=C2)C(=O)O 4-(2-fluoro-4-methyl-phenyl)-5-[4-[(3S)-1-(3-fluoropropyl)pyrrolidin-3-yl]oxyphenyl]-2,3-dihydro-1-benzothiepine-8-carboxylic acid